O1[C@@H](COCC1)C1=CC(=C(C(=C1)OC)S(=O)(=O)Cl)OC 4-[(2R)-1,4-dioxan-2-yl]-2,6-dimethoxybenzene-1-sulfonyl chloride